1-(Benzo[d][1,3]dioxol-5-yl)-3-cyclopentyl-1-((6,7,8,9-tetrahydro-5H-[1,2,4]triazolo[4,3-a]azepin-3-yl)methyl)urea O1COC2=C1C=CC(=C2)N(C(=O)NC2CCCC2)CC2=NN=C1N2CCCCC1